ClC=1C=C(C=CC1C(N(C)C)=O)B(O)O 3-CHLORO-4-(N,N-DIMETHYLCARBAMOYL)BENZENEBORONIC ACID